ethyl 2-(2-((5-(3-(aminomethyl)phenyl)-1-cyclopentyl-1H-indazol-3-yl)methoxy)phenyl)acetate NCC=1C=C(C=CC1)C=1C=C2C(=NN(C2=CC1)C1CCCC1)COC1=C(C=CC=C1)CC(=O)OCC